FC1=C(C=CC=C1)N1N=C(N=C1)C=O (1-(2-fluorophenyl)-1H-1,2,4-triazol-3-yl)methanone